C(C)(C)(C)OC(=O)N(CCN(C1=NC2=C(C3=CN=CC=C13)C=CC(=C2)C(=O)O)C)C 5-((2-((tert-Butoxycarbonyl)(methyl)amino)ethyl)(methyl)amino)benzo[c][2,6]naphthyridine-8-carboxylic acid